ClC=1C=NN2C1C(=CC(=C2)C=2N=NN(C2C)C2CCN(CC2)C(=O)OC(C)(C)C)OCC(O)C2=NC=C(C=C2)F tert-Butyl 4-[4-[3-chloro-4-[2-(5-fluoro-2-pyridyl)-2-hydroxy-ethoxy]pyrazolo[1,5-a]pyridin-6-yl]-5-methyl-triazol-1-yl]piperidine-1-carboxylate